5-(4-amino-3-chloro-1H-pyrazol-1-yl)-N-((6-(tert-butyl)-3-methoxypyridin-2-yl)sulfonyl)quinoline-2-carboxamide NC=1C(=NN(C1)C1=C2C=CC(=NC2=CC=C1)C(=O)NS(=O)(=O)C1=NC(=CC=C1OC)C(C)(C)C)Cl